C1(=CC=CC=C1)P(=S)(SC(CC)(CCC)C)C1=CC=CC=C1 3-methylhexane-3-yl diphenylphosphindithioate